3-(1-oxo-5-((2-((pyridin-2-ylmethyl)amino)cyclopentyl)oxy)isoindolin-2-yl)piperidine-2,6-dione O=C1N(CC2=CC(=CC=C12)OC1C(CCC1)NCC1=NC=CC=C1)C1C(NC(CC1)=O)=O